3-[[2-fluoro-3-(2-methoxyethylsulfamoylamino)phenyl]methyl]-7-[(3-fluoro-2-pyridinyl)oxy]-4-methyl-chromen-2-one FC1=C(C=CC=C1NS(NCCOC)(=O)=O)CC=1C(OC2=CC(=CC=C2C1C)OC1=NC=CC=C1F)=O